O=C1NCC2=CC(=CC=C12)B(O)O 1-oxoisoindolin-5-ylboronic acid